S1N=C(C2=C1C=CC=C2)N2CCN(CC2)CCN2C(C=1N(CC2)C=NC1C)=O 7-[2-(4-benzo[d]isothiazol-3-yl-piperazin-1-yl)-ethyl]-1-methyl-6,7-dihydro-5H-imidazo[1,5-a]pyrazin-8-one